CC1(O[C@@H]2[C@]3(O1)[C@H](O[C@H]2N2C=CC1=C2N=CN=C1C)[C@H](CC3)N)C (3aR,4R,5aR,6S,8aR)-2,2-dimethyl-4-(4-methyl-7H-pyrrolo[2,3-d]pyrimidin-7-yl)hexahydrocyclopenta[2,3]furo[3,4-d][1,3]dioxol-6-amine